OC1=C(C(=O)NC2=NC=NN2)C=CC=C1 2-hydroxy-N-(1H-1,2,4-triazol-5-yl)benzamide